4,4'-bis[(9,9-dimethylfluoren-2-yl)-phenylamino]biphenyl {2-[4-({3,3-dimethyl-2-oxo-1H-pyrrolo[3,2-b]pyridin-5-yl}methyl)-3,5-dimethylphenyl]-3,5-dioxo-4H-1,2,4-triazin-6-yl}carbamate CC1(C(NC=2C1=NC(=CC2)CC2=C(C=C(C=C2C)N2N=C(C(NC2=O)=O)NC(O)=O)C)=O)C.CC2(C1=CC=CC=C1C=1C=CC(=CC21)N(C2=CC=C(C=C2)C2=CC=C(C=C2)N(C2=CC=CC=C2)C2=CC=1C(C3=CC=CC=C3C1C=C2)(C)C)C2=CC=CC=C2)C